N(=[N+]=[N-])C(C[2H])CCCCCCCCCC 2-azidododecane-1-d